ClC=1C=C(C=CC1)C(CO)NC(=O)C=1N=CN(C1)C1=NC(=NC=C1C)NC1=CC=C(C=C1)F N-(1-(3-chlorophenyl)-2-hydroxyethyl)-1-(2-((4-fluorophenyl)amino)-5-methylpyrimidin-4-yl)-1H-imidazole-4-carboxamide